[Si](C)(C)(C(C)(C)C)O[C@@H]1[C@@H](O[C@@H](C1=NO)CO)N1C=2N=C(NC(C2N=C1)=O)NC(C(C)C)=O N-(9-((2R,3S,5S)-3-(tert-butyldimethylsilyloxy)-4-(hydroxyimino)-5-(hydroxymethyl)-tetrahydrofuran-2-yl)-6-oxo-6,9-dihydro-1H-purin-2-yl)isobutyramide